C(C)(C)(C)OC(=O)N1CCC(=CC1)B(O)O 1-(tert-butoxycarbonyl)-1,2,3,6-tetrahydropyridin-4-ylboronic acid